FC=1C=NC(=NC1)C1=C(C=CC=C1C)C(=O)N1[C@@H]2[C@@H](C[C@H](C1)C2)OC2=NC=C(C=C2)C(F)(F)F (2-(5-fluoropyrimidin-2-yl)-3-methylphenyl)((1S,4R,6R)-6-((5-(trifluoromethyl)pyridin-2-yl)oxy)-2-azabicyclo[2.2.1]hept-2-yl)methanone